N=S(=O)(C=1C=NC(=NC1)N1CCN(CC1)C(C)C=1C=CC2=C(N=C(O2)C)C1)C imino(methyl)(2-(4-(1-(2-methylbenzo[d]oxazol-5-yl)ethyl)piperazin-1-yl)pyrimidin-5-yl)λ6-sulfanone